N-[amino(4-pyridyl)methylene]-4-(methyl)benzenesulfonamide NC(=NS(=O)(=O)C1=CC=C(C=C1)C)C1=CC=NC=C1